OCCCC[C@H](N)C(=O)O 6-hydroxy-norleucine